BrC=1C=C2NC=C(C[C@H](N)C(=O)O)C2=CC1 6-bromotryptophan